N2,N3,N3-Triethyl-6,7-dihydroxy-N2-[4-[Methyl(pentanoyl)amino]butyl]-5-nitro-naphthalin-2,3-dicarboxamid C(C)N(C(=O)C1=CC2=CC(=C(C(=C2C=C1C(=O)N(CC)CC)[N+](=O)[O-])O)O)CCCCN(C(CCCC)=O)C